COC1=CC(=C(C=C1NC1=NC=C(C(=N1)N1N=CC(=C1)CN1CCOCC1)C)NC(C=C)=O)N1CCN(CC1)C N-(4-methoxy-5-(5-methyl-4-(4-(morpholinomethyl)-1H-pyrazol-1-yl)pyrimidin-2-ylamino)-2-(4-methylpiperazin-1-yl)phenyl)acrylamide